(11S,19R)-11-benzyl-1-(9H-fluoren-9-yl)-19-methyl-3,6,9,12,15-pentaoxo-2,18-dioxa-4,7,10,13,16-pentaazaeicosane-20-oic acid benzyl ester C(C1=CC=CC=C1)OC([C@H](OCNC(CNC([C@@H](NC(CNC(CNC(OCC1C2=CC=CC=C2C=2C=CC=CC12)=O)=O)=O)CC1=CC=CC=C1)=O)=O)C)=O